C(=C\C)/C=1C=CC2=C(C=C(O2)B(O)O)C1 (E)-(5-(prop-1-en-1-yl)benzofuran-2-yl)boronic acid